[Na+].CC1=CC(=NC=C1)NS([O-])(=O)=O 4-Methyl-2-pyridylsulfamic acid sodium salt